NC=1C(=NC=NC1Cl)NC=1C(=CC(=C(C1)N1N=NC(=C1)C(=O)N1CCOCC1)F)N1C[C@@H](N([C@@H](C1)C)C)C (1-(5-((5-amino-6-chloropyrimidin-4-yl)amino)-2-fluoro-4-((3S,5R)-3,4,5-trimethylpiperazin-1-yl)phenyl)-1H-1,2,3-triazol-4-yl)(morpholino)methanone